(R)-3-(6-((5-(difluoromethoxy)-1H-pyrazol-3-yl)amino)-1H-pyrazolo[3,4-b]pyrazin-1-yl)-2-methylpropanoate FC(OC1=CC(=NN1)NC1=CN=C2C(=N1)N(N=C2)C[C@H](C(=O)[O-])C)F